C1(=CC=CC=C1)C1=NC(=NC(=N1)C1=CC=CC=C1)C1=C(C(=C(C(=C1)C1=NC(=NC(=N1)C1=CC=CC=C1)C1=CC=CC=C1)N1C2=CC=C(C=C2C=2C=C(C=CC12)C)C)N1C2=CC=C(C=C2C=2C=C(C=CC12)C)C)N1C2=CC=C(C=C2C=2C=C(C=CC12)C)C 9,9',9''-(4,6-bis(4,6-diphenyl-1,3,5-triazin-2-yl)benzene-1,2,3-triyl)tris(3,6-dimethyl-9H-carbazole)